ClC1=CC(=C(C=N1)B(O)O)C (6-chloro-4-methyl-pyridin-3-yl)boronic acid